C1(CCCCC1)C(C)(OC(=O)C1C2C=CC(C1)C2=O)C2CCCCC2 5-(1,1-dicyclohexylethoxycarbonyl)-7-oxo-bicyclo[2.2.1]Hept-2-ene